N=1C=C(N2C1C=CC=C2)C(=O)N2[C@@H](C1=C(CC2)C(=CS1)C(=O)NC1=CC(=CC=C1)C(F)(F)F)C (R)-6-(imidazo[1,2-a]pyridine-3-carbonyl)-7-methyl-N-(3-(trifluoromethyl)phenyl)-4,5,6,7-tetrahydrothieno[2,3-c]pyridine-3-carboxamide